4-(6-chloro-4-methylpyridin-3-yl)piperazine-1-carboxylic acid tert-butyl ester C(C)(C)(C)OC(=O)N1CCN(CC1)C=1C=NC(=CC1C)Cl